N,N-bis(3,3-diphenylallyl)-1-phenylcyclopropanamine C1(=CC=CC=C1)C(=CCN(C1(CC1)C1=CC=CC=C1)CC=C(C1=CC=CC=C1)C1=CC=CC=C1)C1=CC=CC=C1